monobromosilane Br[SiH3]